3-(difluoromethyl)-N-((4-fluoro-2-isopropyl-6-(2-methoxypyridin-4-yl)phenyl)carbamoyl)pyrazine-2-sulfonamide FC(C=1C(=NC=CN1)S(=O)(=O)NC(NC1=C(C=C(C=C1C1=CC(=NC=C1)OC)F)C(C)C)=O)F